1-(4-aminoquinazolin-6-yl)-N-(5-((cyclopropylmethylamino)(phenyl)methyl)-2-fluorophenyl)-3-(trifluoromethyl)-1H-pyrazole-5-carboxamide NC1=NC=NC2=CC=C(C=C12)N1N=C(C=C1C(=O)NC1=C(C=CC(=C1)C(C1=CC=CC=C1)NCC1CC1)F)C(F)(F)F